C(C)(=O)O[C@@]1(OC(C[C@@H]1NC(=O)[C@@]1(CC(=NO1)C1=NC=CC2=CC=CC=C12)C(C)C)=O)CF (2S,3S)-2-(fluoromethyl)-3-((R)-5-isopropyl-3-(isoquinolin-1-yl)-4,5-dihydroisoxazole-5-carboxamido)-5-oxotetrahydrofuran-2-yl acetate